CC[C@H]([C@H](C)O)O (3R,4S)-pentane-3,4-diol